(S)-1-((S)-tert-butylsulfinyl)-4-methyl-1,2,3,6-tetrahydropyridine-2-carboxylic acid ethyl ester C(C)OC(=O)[C@H]1N(CC=C(C1)C)[S@@](=O)C(C)(C)C